5-chloro-2-(difluoromethyl)-N-((1r,4r)-4-((3'-methyl-2-oxo-3'H-[1,5'-bibenzo[d]imidazol]-3(2H)-yl)methyl)cyclohexyl)nicotinamide ClC=1C=NC(=C(C(=O)NC2CCC(CC2)CN2C(N(C3=C2C=CC=C3)C3=CC2=C(N=CN2C)C=C3)=O)C1)C(F)F